2-Amino-N-{1-[8-chloro-5-(2-oxo-3-oxa-1,8-diazaspiro[4.5]dec-8-yl)-imidazo[1,5-a]pyridin-6-yl]ethyl}-pyrazolo[1,5-a]pyrimidine-3-carboxamide trifluoroacetate FC(C(=O)O)(F)F.NC1=NN2C(N=CC=C2)=C1C(=O)NC(C)C=1C=C(C=2N(C1N1CCC3(COC(N3)=O)CC1)C=NC2)Cl